CS(=O)(=O)C=1C=C(C=CC1)C1=NOC(=N1)C(C)N 1-(3-(3-(methylsulfonyl)phenyl)-1,2,4-oxadiazol-5-yl)ethan-1-amine